(S)-tert-butyl 2-(2-(hydroxymethyl) pyrrolidin-1-yl)-4-(1-(3,4,5-trimethoxyphenyl)-1H-imidazol-4-ylamino)-5H-pyrrolo[3,4-d]pyrimidine-6(7H)-carboxylate OC[C@H]1N(CCC1)C=1N=C(C2=C(N1)CN(C2)C(=O)OC(C)(C)C)NC=2N=CN(C2)C2=CC(=C(C(=C2)OC)OC)OC